FC1=CC(=C2OCCN3C(=NC1=C32)C(C)(C)O)B3OC(C(O3)(C)C)(C)C 2-(8-fluoro-6-(4,4,5,5-tetramethyl-1,3,2-dioxaborolan-2-yl)-3,4-dihydro-5-oxa-1,2a-diazaacenaphthylen-2-yl)propan-2-ol